C1(CC1)C1=C(C=NC2=C(C=CC=C12)C1=CC(=CC(=C1)Cl)Cl)NC(=O)[C@@H]1CCOC2=CC=CC=C12 (4R)-N-[4-cyclopropyl-8-(3,5-dichlorophenyl)-3-quinolyl]chromane-4-carboxamide